3-(1-hydroxy-2-(methoxycarbonyl)allyl)benzoic acid methyl ester COC(C1=CC(=CC=C1)C(C(=C)C(=O)OC)O)=O